N1(CCNCC1)C=1C=NC=2C=CC=C(C2N1)C#N 3-(piperazin-1-yl)quinoxaline-5-carbonitrile